ClC1=C(C=CC(=C1)F)N(C(C)=O)C1=NC=CC(=C1)NC(CC1=C(C=CC=C1F)Cl)=O N-(2-chloro-4-fluorophenyl)-N-{4-[2-(2-chloro-6-fluorophenyl)acetylamino]pyridin-2-yl}acetamide